9-hydroxyandrostane-4-ene-3,17-dione O[C@@]12[C@]3(CCC(C=C3CC[C@H]1[C@@H]1CCC([C@@]1(C)CC2)=O)=O)C